Methyl-2-[2-chloro-4-(difluoromethoxy)phenyl]-5-[1-(phenylsulfonyl)-1H-pyrrolo[2,3-b]pyridin-4-yl]-1-{[2-(trimethylsilyl)ethoxy]methyl}-1H-pyrrole-3-carboxylate COC(=O)C1=C(N(C(=C1)C1=C2C(=NC=C1)N(C=C2)S(=O)(=O)C2=CC=CC=C2)COCC[Si](C)(C)C)C2=C(C=C(C=C2)OC(F)F)Cl